4,4-dimethyl-1-cyclohexen-1-yl-propanal CC1(CC=C(CC1)C(CC)=O)C